4-(4-morpholinophenylamino)-2-phenylpyrimidino[4,5-d]pyridazin-5(6H)-one O1CCN(CC1)C1=CC=C(C=C1)NC1=NC(=NC=2C=NNC(C21)=O)C2=CC=CC=C2